(S)-N-((R or S)-(3-chloro-2,4-difluorophenyl)(2-(2,2,2-trifluoroethoxy)thiazol-5-yl)methyl)-2-oxooxazolidine-5-carboxamide ClC=1C(=C(C=CC1F)[C@@H](NC(=O)[C@@H]1CNC(O1)=O)C1=CN=C(S1)OCC(F)(F)F)F |o1:8|